C(C1=CC=CC=C1)N1C(CC1CO)CO (1-benzylazetidine-2,4-diyl)dimethanol